CC1([C@]2(C(C[C@@H]1CC2)=O)CS(=O)(=O)[O-])C.C2(=CC=CC=C2)C([NH+]2[C@H]([C@@H](C2)O)C)C2=CC=CC=C2 (2S,3R)-1-(diphenylmethyl)-3-hydroxy-2-methylazetidinium [(1R,4S)-7,7-dimethyl-2-oxobicyclo[2.2.1]hept-1-yl]methanesulfonate